tert-butyl (2-bromo-5-nitrophenyl)(tert-butoxycarbonyl)carbamate BrC1=C(C=C(C=C1)[N+](=O)[O-])N(C(OC(C)(C)C)=O)C(=O)OC(C)(C)C